FC(=C(C(=C(F)F)F)C(F)(F)F)F octafluoro-isoprene